COC(C[C@H](C(=O)O)C)=O (R)-4-methoxy-2-methyl-4-oxobutyric acid